tert-butyl 1'-oxospiro[azetidine-3,2'-indane]-1-carboxylate O=C1C2(CC3=CC=CC=C13)CN(C2)C(=O)OC(C)(C)C